O1[C@H](C1)CCO 2-[(2S)-Oxacycloprop-2-yl]ethan-1-ol